BrC1=CC(=C(C(=O)OC)C(=C1)C)OC methyl 4-bromo-2-methoxy-6-methyl-benzoate